4-[2-(4-amino-piperidin-1-yl)-5-(6-methoxypyridin-3-yl)-1-methyl-6-oxo-1,6-dihydro-pyrimidin-4-yl]-benzonitrile NC1CCN(CC1)C=1N(C(C(=C(N1)C1=CC=C(C#N)C=C1)C=1C=NC(=CC1)OC)=O)C